3-(3,4-dimethoxybenzoyl)-N-(3-(dimethylamino)propyl)-6-iodo-4-oxo-4H-chromene-2-carboxamide COC=1C=C(C(=O)C2=C(OC3=CC=C(C=C3C2=O)I)C(=O)NCCCN(C)C)C=CC1OC